propyl-4H-1,2,4-triazol C(CC)C1=NN=CN1